2-(trifluoromethoxy)-4-(1,4,5-trimethyl-6-oxo-1,6-dihydropyridin-3-yl)benzoic acid FC(OC1=C(C(=O)O)C=CC(=C1)C1=CN(C(C(=C1C)C)=O)C)(F)F